C(C(C)C)(=O)OCCCCCCCCCCCCCC Tetradecyl isobutyrate